1,3,5-tris(trichloromethyl)-2,4,6-trichlorobenzene ClC(C1=C(C(=C(C(=C1Cl)C(Cl)(Cl)Cl)Cl)C(Cl)(Cl)Cl)Cl)(Cl)Cl